OC1CCCN2C1=NC(=CC2=O)C 9-hydroxy-2-methyl-6,7,8,9-tetrahydropyrido[1,2-a]Pyrimidin-4-one